OC1=CC=C(C=C1)C1=CN=C2C(=N1)N(C=N2)CC2COCCC2 6-(4-hydroxyphenyl)-1-((tetrahydro-2H-pyran-3-yl)methyl)-1H-imidazo[4,5-b]pyrazin